butyl (4-amino-9-(2-((1R,3S,5R)-3-((6-bromopyridin-2-yl)carbamoyl)-2-azabicyclo[3.1.0]hexan-2-yl)-2-oxoethyl)-9H-pyrimido[4,5-b]indol-6-yl)carbamate NC1=NC=NC=2N(C3=CC=C(C=C3C21)NC(OCCCC)=O)CC(=O)N2[C@@H]1C[C@@H]1C[C@H]2C(NC2=NC(=CC=C2)Br)=O